C1=CC=CC=2C3=CC=CC=C3C(C12)COC(=O)N[C@H](C(=O)NC(C(=O)O)(C(F)F)C)C 2-((S)-2-((((9H-fluoren-9-yl)methoxy)carbonyl)amino)propanamido)-3,3-difluoro-2-methylpropanoic acid